p-chloromethyl-bromostyrene ClCC1=CC=C(C=CBr)C=C1